2-tert-butyl(2-(2-(3-(9-(2,6-dioxopiperidin-3-yl)-9H-pyrido[2,3-b]indol-5-yl)propoxy)ethoxy)ethyl)carbamate C(C)(C)(C)C(CNC([O-])=O)OCCOCCCC1=C2C3=C(N(C2=CC=C1)C1C(NC(CC1)=O)=O)N=CC=C3